tetraethyleneglycol trisacrylate C(C=C)(=O)O.C(C=C)(=O)O.C(C=C)(=O)O.C(COCCOCCOCCO)O